C(CCCCCCC)N(C(COCC(=O)N(CCCCCCCC)CCCCCCCC)=O)CCCCCCCC N,N,N',N'-tetraoctyl-3-oxapentanediamide